O=C(CNC(=O)C=1N=NN(C1)C1CN(CC1)C)N1CCC(CC1)OC1=CC(=CC=C1)C(F)(F)F 1-(1-Methyl-pyrrolidin-3-yl)-1H-[1,2,3]triazole-4-carboxylic acid {2-oxo-2-[4-(3-trifluoromethyl-phenoxy)-piperidin-1-yl]-ethyl}-amide